6-bromo-3,3-dimethyl-1H-pyrrolo[3,2-b]pyridin-2-one BrC=1C=C2C(=NC1)C(C(N2)=O)(C)C